CCCC(N)S 1,2-Aminobutanethiol